1-benzyl-3,5-dimethyl-4-oxopiperidine-3,5-dicarboxylic acid dimethyl ester COC(=O)C1(CN(CC(C1=O)(C(=O)OC)C)CC1=CC=CC=C1)C